(S)-N-(1-(5-((2-(1,3-dioxan-2-yl)ethyl)thio)-4-(4-methoxyphenyl)-4H-1,2,4-triazol-3-yl)-2-phenylethyl)-2-(2-methyl-1H-indol-3-yl)acetamide O1C(OCCC1)CCSC=1N(C(=NN1)[C@H](CC1=CC=CC=C1)NC(CC1=C(NC2=CC=CC=C12)C)=O)C1=CC=C(C=C1)OC